C(C=CC1=CC=CC=C1)[Pd-2](Cl)=C1N(C=C2N1C(=CC=C2)N2CCCCC2)C2=C(C=C(C=C2C)C)C cinnamyl[2-Mesityl-5-(piperidin-1-yl)imidazo[1,5-a]pyridin-3-ylidene]chloropalladium(II)